C(C)(C)(C)OC(=O)N1[C@H](CCCC1)CCC.ClC1=C(C=CC=C1)CC(=O)NC1=CC(=C(C=C1)N1N=CC(=C1)C(=O)N1CCCC1)S(N)(=O)=O 2-(2-chlorophenyl)-N-{4-[4-(pyrrolidin-1-ylcarbonyl)-1H-Pyrazol-1-yl]-3-sulfamoylphenyl}acetamide tert-butyl-(S)-2-propylpiperidine-1-carboxylate